NC=1N=CC(=NC1C)C#CC1=C(N=C(S1)NC(C1=CC(=C(C=C1)CN1CCN(CC1)C)C(F)(F)F)=O)C N-(5-((5-amino-6-methylpyrazin-2-yl)ethynyl)-4-methylthiazol-2-yl)-4-((4-methylpiperazine-1-yl)methyl)-3-(trifluoromethyl)benzamide